5-methoxy-N-propyl-N-((1-(pyridin-3-ylsulfonyl)piperidin-4-yl)methyl)-1,2,3,4-tetrahydronaphthalene-2-amine COC1=C2CCC(CC2=CC=C1)N(CC1CCN(CC1)S(=O)(=O)C=1C=NC=CC1)CCC